N-(4-(2-(2,2-difluoroacetyl)hydrazine-1-carbonyl)benzyl)-2-((3S,5R)-3,5-dimethylpiperazin-1-yl)-N-phenylethane-1-sulfonamide FC(C(=O)NNC(=O)C1=CC=C(CN(S(=O)(=O)CCN2C[C@@H](N[C@@H](C2)C)C)C2=CC=CC=C2)C=C1)F